C(C)(=O)OC(CO[C@H]1[C@H](NCC1)C1=C(C(=CC=C1)C)Cl)(C)C [2-[(2R,3R)-2-(2-chloro-3-methyl-phenyl)pyrrolidine-3-yl]oxy-1,1-dimethyl-ethyl] acetate